N1C=CC2=CC(=CC=C12)NC(=O)NC=1SC(=NN1)C1=C(C=CC=C1)OC(F)(F)F 1-(1H-indol-5-yl)-3-(5-(2-(trifluoromethoxy)phenyl)-1,3,4-thiadiazol-2-yl)urea